3-(5-(((3R,5R)-5-ethoxy-1-isobutylpiperidin-3-yl)oxy)-1-oxoisoindolin-2-yl)piperidine-2,6-dione C(C)O[C@@H]1C[C@H](CN(C1)CC(C)C)OC=1C=C2CN(C(C2=CC1)=O)C1C(NC(CC1)=O)=O